3-(2-chloro-7-(8-ethyl-7-fluoro-3-(methoxymethoxy)naphthalen-1-yl)-8-fluoropyrido[4,3-d]pyrimidin-4-yl)-3-azabicyclo[3.2.1]octan-6-ol ClC=1N=C(C2=C(N1)C(=C(N=C2)C2=CC(=CC1=CC=C(C(=C21)CC)F)OCOC)F)N2CC1CC(C(C2)C1)O